((4aR,7aS)-4-(6-((4-chloro-2-fluorobenzyl)oxy)pyridin-2-yl)hexahydrofuro[3,4-b]pyrazin-1(2H)-yl)acetic acid ClC1=CC(=C(COC2=CC=CC(=N2)N2[C@@H]3[C@H](N(CC2)CC(=O)O)COC3)C=C1)F